O[C@H]1C[C@@H](N(C1)C(=O)C1(CCCC1)C1=CC=C(C=C1)OC)C(=O)OCC1=CC=CC=C1 Benzyl (4S)-4-hydroxy-1-{[1-(4-methoxyphenyl)cyclopentyl]carbonyl}-D-prolinate